6-Bromo-3-[[(1R)-1-[2-(4,4-dimethyl-1-piperidyl)-6-methyl-4-oxo-chromen-8-yl]ethyl]amino]pyridine-2-carboxylic Acid BrC1=CC=C(C(=N1)C(=O)O)N[C@H](C)C=1C=C(C=C2C(C=C(OC12)N1CCC(CC1)(C)C)=O)C